C(C)(C)(C)OC(=O)NC(NC(=O)OC(C)(C)C)=NCCC[C@@H](C(=O)O)NC(=O)OC(C)(C)C (2S)-5-[bis(tert-butoxycarbonylamino)methyleneamino]-2-(tert-butoxycarbonylamino)pentanoic acid